4-(aminoethyl)-1-N-Boc-piperidine CC(C)(C)OC(=O)N1CCC(CC1)CCN